methanesulfonic acid 2β-(2,2-dimethyl-4-morpholinyl)-3α-hydroxy-11,20-dioxo-5α-pregnan-21-yl ester CC1(CN(CCO1)[C@@H]1[C@H](C[C@@H]2CC[C@H]3[C@@H]4CC[C@H](C(COS(=O)(=O)C)=O)[C@]4(CC([C@@H]3[C@]2(C1)C)=O)C)O)C